(R)-3-(2-chloro-4'-((1-methyl-1H-pyrazol-3-yl)methoxy)-[1,1'-biphenyl]-3-yl)piperidine-2,6-dione ClC1=C(C=CC=C1[C@@H]1C(NC(CC1)=O)=O)C1=CC=C(C=C1)OCC1=NN(C=C1)C